2-{6-azaspiro[2.5]oct-6-yl}-N-[8-(4,4-difluoropiperidin-1-yl)-7-fluoroquinolin-6-yl]-4-[(2R)-1-hydroxypropane-2-sulfonylamino]benzamide C1CC12CCN(CC2)C2=C(C(=O)NC=1C=C3C=CC=NC3=C(C1F)N1CCC(CC1)(F)F)C=CC(=C2)NS(=O)(=O)[C@@H](CO)C